C(C)(C)(C)OC(=O)N1C(CC(=CC1)C1=CC(=C(C=C1)[N+](=O)[O-])O)C 4-(3-hydroxy-4-nitrophenyl)-2-methyl-3,6-dihydro-2H-pyridine-1-carboxylic acid tert-butyl ester